7-(4-bromo-3-chloro-benzoyl)-3-oxo-N-[rac-(1S)-1-phenylethyl]-2-[4-(2,2,2-trifluoroethoxy)phenyl]-6,8-dihydro-5H-imidazo[1,5-a]pyrazine-1-carboxamide BrC1=C(C=C(C(=O)N2CC=3N(CC2)C(N(C3C(=O)N[C@@H](C)C3=CC=CC=C3)C3=CC=C(C=C3)OCC(F)(F)F)=O)C=C1)Cl |r|